N-[4-(methoxymethyl)phenyl]-7-(1-Methylcyclopropyl)-7H-pyrrolo[2,3-d]pyrimidin-5-carboxamide COCC1=CC=C(C=C1)NC(=O)C1=CN(C=2N=CN=CC21)C2(CC2)C